methyl 4-(2-(1-(tert-butoxycarbonyl)pyrrolidin-2-yl)ethylamino)-6-chloropyridazine-3-carboxylate C(C)(C)(C)OC(=O)N1C(CCC1)CCNC1=C(N=NC(=C1)Cl)C(=O)OC